C(C)(C)(C)OC(=O)N1C[C@@H]([C@@H](C1)F)NC1=CC2=C(N=CN2C2=NC(=C(C=C2)C(C)=O)N2N=C(C=C2C)C#N)C=C1F (3S,4R)-3-[[3-[5-acetyl-6-(3-cyano-5-methyl-pyrazol-1-yl)-2-pyridinyl]-6-fluoro-benzoimidazol-5-yl]amino]-4-fluoro-pyrrolidine-1-carboxylic acid tert-butyl ester